6-Fluoro-1,2,3,4-tetrahydroisoquinolin-4-amine FC=1C=C2C(CNCC2=CC1)N